6-cyclopropylpyridine-3-amine C1(CC1)C1=CC=C(C=N1)N